3-(4-acryloylmorpholin-3-yl)-5-(pyrimidin-2-yl)benzonitrile C(C=C)(=O)N1C(COCC1)C=1C=C(C#N)C=C(C1)C1=NC=CC=N1